C(N)(=O)C=1C(=NNC1NC1=NC(=CC=C1)C(F)(F)F)C1=CC=C(C=C1)NC(=O)N1CC2=CC=CC=C2CC1 N-(4-(4-carbamoyl-5-((6-(trifluoromethyl)pyridin-2-yl)amino)-1H-pyrazol-3-yl)phenyl)-3,4-dihydroisoquinoline-2(1H)-carboxamide